(2S,3S)-3-(4-methoxyphenyl)-3-methyl-5-oxo-2-(3,4,5-trimethoxyphenyl)tetrahydrofuran-2-carbonitrile COC1=CC=C(C=C1)[C@]1([C@](OC(C1)=O)(C#N)C1=CC(=C(C(=C1)OC)OC)OC)C